tert-butyl (1R,5S)-8-(2-(2-(4-((benzyloxy)carbonyl)piperazin-1-yl)ethoxy)phenyl)-3,8-diazabicyclo[3.2.1]octane-3-carboxylate C(C1=CC=CC=C1)OC(=O)N1CCN(CC1)CCOC1=C(C=CC=C1)N1[C@H]2CN(C[C@@H]1CC2)C(=O)OC(C)(C)C